C(CCCCCCCCCCC)(=O)O.OCC(CO)(COCC(CO)(COCC(CO)(CO)CO)CO)CO tripentaerythritol laurate